3-(4-(difluoromethoxy)phenyl)-1-methylpyridin-2(1H)-one FC(OC1=CC=C(C=C1)C=1C(N(C=CC1)C)=O)F